NC=1C(OC2=CC=CC=C2C1)=O Aminocumarine